C(C1=CC=CC=C1)OC1=NC=C(C=C1Br)C(F)(F)F 2-(benzyloxy)-3-bromo-5-(trifluoromethyl)pyridine